ClC=1C2=C(N=CN1)N(C=C2C2=NC=C(C=N2)OC2CC2)C 4-chloro-5-[5-(cyclopropyloxy)pyrimidin-2-yl]-7-methylpyrrolo[2,3-d]pyrimidine